OC=1C(=CC=2[C@@H]3N(N4C(C2C1)=CC(C(=C4)C(=O)OCC)=O)C(CC3)(C)C)OCCCOC ethyl (R)-11-hydroxy-12-(3-methoxypropoxy)-3,3-dimethyl-8-oxo-2,3,8,13b-tetrahydro-1H-pyrido[2,1-a]pyrrolo[1,2-c]phthalazine-7-carboxylate